ClC=1C=C(CN2N=C3N([C@H](CCC3)C(=O)O)C2=O)C=CC1F |r| (5RS)-2-(3-Chloro-4-fluorobenzyl)-3-oxo-2,3,5,6,7,8-hexahydro[1,2,4]triazolo[4,3-a]pyridine-5-carboxylic acid